C(C)(C)(C)OC(CCC(=O)C=1SC2=C(N1)C=C(C(=C2)OC)CCCO[Si](C)(C)C(C)(C)C)=O 4-(5-(3-((tert-butyldimethylsilyl)oxy)propyl)-6-methoxybenzo[d]Thiazol-2-yl)-4-oxobutanoic acid tert-butyl ester